Ethyl 1-(aminomethyl)cyclopentanecarboxylate NCC1(CCCC1)C(=O)OCC